6-(3-isopropyl-1H-pyrrolo[2,3-b]pyridin-5-yl)-8-(morpholin-3-yl)-3,4-dihydroisoquinolin C(C)(C)C1=CNC2=NC=C(C=C21)C=2C=C1CCN=CC1=C(C2)C2NCCOC2